platinum-manganese-calcium [Ca].[Mn].[Pt]